di-(2-propylheptyl) phthalate C(C=1C(C(=O)OCC(CCCCC)CCC)=CC=CC1)(=O)OCC(CCCCC)CCC